2,5-di(tert-butylperoxy)-2,5-dimethyl-hexane C(C)(C)(C)OOC(C)(CCC(C)(C)OOC(C)(C)C)C